C(CC1=CC=CC=C1)C1(CCN(CC1)CC1=CC=C(C=C1)NC(OCC)=O)C1=NC=CC=C1 ethyl 4-((4-phenethyl-4-(pyridin-2-yl)piperidin-1-yl)methyl)phenylcarbamate